(E)-3-(4-bromophenyl)-1-(5-hydroxy-7-methoxy-2,2-dimethyl-2H-chromen-6-yl)prop-2-en-1-one BrC1=CC=C(C=C1)/C=C/C(=O)C=1C(=C2C=CC(OC2=CC1OC)(C)C)O